NC1=CC=C(C=C1)C#CC=1C=C(C=CC1C1=CC=NC=C1)NC(=O)NCCC=1C=NC=CC1 1-(3-((4-aminophenyl)ethynyl)-4-(pyridin-4-yl)phenyl)-3-(2-(pyridin-3-yl)ethyl)urea